C(C1=CC=CC=C1)O[SiH3] Benzyloxysilane